COCC(COC(C)COC(C)COC(C)COC(C)CO)O methoxypentapropylene glycol